C(C)O/C=C/C=1N(N=C2C=CC=C(C12)C(=O)OC)CC1=CC=C(C=C1)OC Methyl (E)-3-(2-ethoxyvinyl)-2-(4-methoxybenzyl)-2H-indazole-4-carboxylate